NC1=NC=CC=C1C1=NC=2C(=NC(=CC2)N(C([2H])([2H])[2H])C([2H])([2H])[2H])N1C1=CC=C(C=C1)CCl 2-(2-aminopyridin-3-yl)-3-(4-(chloromethyl)phenyl)-N,N-bis(methyl-d3)-3H-imidazo[4,5-b]pyridin-5-amine